COC=1C(C(C1C)=O)=O 3-methoxy-4-methylcyclobut-3-ene-1,2-dione